ClC=1C(=NC=CC1)C1=NOC(=C1C1=CC2(C1)CCN(CC2)C=2C=C1C(=CC(=NC1=CC2)C(=O)NS(=O)(=O)C)OC(F)F)C2CC2 6-(2-(3-(3-chloropyridin-2-yl)-5-cyclopropylisoxazol-4-yl)-7-azaspiro[3.5]non-1-en-7-yl)-4-(difluoromethoxy)-N-(methylsulfonyl)quinoline-2-carboxamide